(R)-methyl 3-((2-chloro-7-methyl-7H-pyrrolo[2,3-d]pyrimidin-4-yl)amino)-4,4-dimethylpentanoate ClC=1N=C(C2=C(N1)N(C=C2)C)N[C@H](CC(=O)OC)C(C)(C)C